3-((2'H,4'H-spiro[cyclobutane-1,3'-pyrido[3,2-b][1,4]oxazin]-8'-yl)thio)-6-chloropyrazin-2-amine O1C2=C(NC3(C1)CCC3)N=CC=C2SC=2C(=NC(=CN2)Cl)N